NCC1([C@H]2CN(C[C@@H]12)C1=CN=C2C(=N1)NN=C2C2=C(C(=NC=C2)N)Cl)C=2SC=C(N2)C 4-(6-((1R,5S,6r)-6-(aminomethyl)-6-(4-methylthiazol-2-yl)-3-azabicyclo[3.1.0]hexan-3-yl)-1H-pyrazolo[3,4-b]pyrazin-3-yl)-3-chloropyridin-2-amine